5,15-di(4-pyridyl)-10,20-diphenyl-porphyrin N1=CC=C(C=C1)C=1C2=CC=C(N2)C(=C2C=CC(C(=C3C=CC(=C(C=4C=CC1N4)C4=CC=CC=C4)N3)C3=CC=NC=C3)=N2)C2=CC=CC=C2